ClC=1C=C(C=CC1)C(C(OC(=O)N[C@H](C(=O)N[C@H](C(=O)OC)C[C@H]1C(NCC1)=O)CC(C)C)C1=CC=CC=C1)(F)F Methyl (2S)-2-((2S)-2-(((2-(3-chlorophenyl)-2,2-difluoro-1-phenylethoxy)carbonyl)amino)-4-methylpentanamido)-3-((S)-2-oxopyrrolidin-3-yl)propanoate